C(C1=CC=CC=C1)N1C=C(C=2C1=NC=CC2)B2OC(C(O2)(C)C)(C)C 1-benzyl-3-(4,4,5,5-tetramethyl-1,3,2-dioxaborolan-2-yl)-1H-pyrrolo[2,3-b]pyridine